4-[5-(pyridin-4-yl)-1H-[1,2,4]triazol-3-yl]pyridine-2-carbonitrile N1=CC=C(C=C1)C1=NC(=NN1)C1=CC(=NC=C1)C#N